tert-butylcyclopentadienide C(C)(C)(C)[C-]1C=CC=C1